(+/-)-N5-((1r,3S)-3-methoxycyclobutyl)-N3-methyl-1-(1-phenylethyl)-1H-pyrazole-3,5-dicarboxamide COC1CC(C1)NC(=O)C1=CC(=NN1[C@H](C)C1=CC=CC=C1)C(=O)NC |r|